dichlorboran ClBCl